2-(4-ethoxyphenyl)-N-(1-(3-fluorophenyl)-6-oxo-1,6-dihydropyridin-3-yl)acetamide C(C)OC1=CC=C(C=C1)CC(=O)NC1=CN(C(C=C1)=O)C1=CC(=CC=C1)F